O=C1NC(CCC1N1C(C2=CC=CC(=C2C1=O)OCC(=O)NCCOCCOCCNC(COC1=NC=C(C=C1)C=1C=CC=2C3=C(NC2C1)C=CN=C3)=O)=O)=O [2-(2,6-dioxopiperidin-3-yl)-1,3-dioxo-2,3-dihydro-1H-isoindol-4-yl]oxyl-N-{2-[2-(2-{2-[(5-{5H-pyrido[4,3-b]indol-7-yl}pyridin-2-yl)oxy]acetamido}ethoxy)ethoxy]ethyl}acetamide